5-cyclopentyl-4-[2-(1-isopropylpyrazol-4-yl)-6-methyl-1-(4-methylbenzenesulfonyl)-7-oxopyrrolo[2,3-c]pyridin-4-yl]-1-methylpyridin-2-one C1(CCCC1)C=1C(=CC(N(C1)C)=O)C=1C2=C(C(N(C1)C)=O)N(C(=C2)C=2C=NN(C2)C(C)C)S(=O)(=O)C2=CC=C(C=C2)C